ethyl (E)-3-[tert-butyl(dimethyl)silyl]oxy-2-diazo-pent-3-enoate [Si](C)(C)(C(C)(C)C)O\C(\C(C(=O)OCC)=[N+]=[N-])=C\C